rac-N-{(3S,4S)-4-[([1,1'-biphenyl]-3-yl)methyl]-8,9-dimethyl-6-oxo-1,3,4,6-tetrahydro-2H-quinolizin-3-yl}methanesulfonamide C1(=CC(=CC=C1)C[C@H]1[C@H](CCC2=C(C(=CC(N12)=O)C)C)NS(=O)(=O)C)C1=CC=CC=C1 |r|